2-((1-((R)-2-(5-chloropyridin-2-yl)-2-methylbenzo[d][1,3]dioxol-4-yl)-3-oxabicyclo[4.1.0]heptan-4-yl)methyl)-1-(((S)-oxetan-2-yl)methyl)-1H-benzo[d]imidazole-6-carboxylic acid ClC=1C=CC(=NC1)[C@]1(OC2=C(O1)C=CC=C2C21COC(CC1C2)CC2=NC1=C(N2C[C@H]2OCC2)C=C(C=C1)C(=O)O)C